[7-(1,5-dimethylpyrazol-4-yl)-6,7-dihydro-4H-thieno[3,2-c]pyridin-5-yl]-[5-(2-fluorophenyl)isoxazol-3-yl]methanone CN1N=CC(=C1C)C1C2=C(CN(C1)C(=O)C1=NOC(=C1)C1=C(C=CC=C1)F)C=CS2